1-(4-(2-(4-(3-(6-Cyano-5-(trifluoromethyl)pyridin-3-yl)-5,5-dimethyl-4-oxo-2-thioxoimidazolidin-1-yl)-2-ethylphenoxy)ethyl)piperazin-1-yl)cyclopropane-1-carboxylic acid ethyl ester C(C)OC(=O)C1(CC1)N1CCN(CC1)CCOC1=C(C=C(C=C1)N1C(N(C(C1(C)C)=O)C=1C=NC(=C(C1)C(F)(F)F)C#N)=S)CC